ethylacetone acetate C(C)(=O)O.C(C)CC(C)=O